C(C=C)(=O)N1[C@H](CN(CC1)C1=NC(=NC2=CC(=C(C=C12)C#N)C1=C(C=CC(=C1)N)C)OC[C@H]1N(CCC1)C)CC#N 4-((S)-4-acryloyl-3-(cyanomethyl)piperazin-1-yl)-7-(5-amino-2-methylphenyl)-2-(((S)-1-methylpyrrolidin-2-yl)methoxy)quinazoline-6-carbonitrile